titanium (IV) butoxide [O-]CCCC.[Ti+4].[O-]CCCC.[O-]CCCC.[O-]CCCC